N-(2-((1S,4R)-6-((4-(Cyclobutylamino)-5-(trifluoromethyl)pyrimidin-2-yl)amino)-1,2,3,4-tetrahydro-1,4-epiminonaphthalen-9-yl)-2-oxoethyl)acetamide C1(CCC1)NC1=NC(=NC=C1C(F)(F)F)NC=1C=C2[C@H]3CC[C@@H](C2=CC1)N3C(CNC(C)=O)=O